1-(6-Methyl-5-(trifluoromethoxy)pyridin-2-yl)azetidin-3-ol CC1=C(C=CC(=N1)N1CC(C1)O)OC(F)(F)F